octadecyl-amine phosphate P(=O)(O)(O)O.C(CCCCCCCCCCCCCCCCC)N